COC=1C=C2C(=NC(=NC2=CC1OC)C)N[C@H](C)C1=CC=C(C=C1)S(=O)(=O)C 6,7-dimethoxy-2-methyl-N-{(1R)-1-[4-(methylsulfonyl)phenyl]ethyl}quinazolin-4-amine